3-(2,3-dihydro-1H-inden-2-yloxycarbonyl)-2,4-bis(2-methoxyphenyl)cyclobutane-1-carboxylic acid C1C(CC2=CC=CC=C12)OC(=O)C1C(C(C1C1=C(C=CC=C1)OC)C(=O)O)C1=C(C=CC=C1)OC